3-((1-(4-bromophenyl)piperidin-4-yl)(pyridin-3-yl)amino)phenol BrC1=CC=C(C=C1)N1CCC(CC1)N(C=1C=C(C=CC1)O)C=1C=NC=CC1